BrC1=C(C(=C(C=C1)S(=O)(=O)N[C@H](C(F)(F)F)CC)C(F)F)F (S)-4-bromo-2-(difluoromethyl)-3-fluoro-N-(1,1,1-trifluorobut-2-yl)benzenesulfonamide